[Pd+2].Cl[Fe]Cl dichloroiron palladium (II)